2-[2-(benzyloxy)ethoxy]ethanol C(C1=CC=CC=C1)OCCOCCO